1-(pyridazin-3-yl)azetidine-3-carboxamide N1=NC(=CC=C1)N1CC(C1)C(=O)N